NC1=NC=CC=C1C1=NC=2C(=NC(=CC2)C2=CC=CC=C2)N1C1=C(C=C(C=C1)NC(=O)C1CC2(CC(C2)C(=O)OC)C1)C methyl 6-((4-(2-(2-aminopyridin-3-yl)-5-phenyl-3H-imidazo[4,5-b]pyridin-3-yl)-3-methylphenyl)carbamoyl)spiro[3.3]heptane-2-carboxylate